C(CC)C(=CC(=O)N)CCC dipropylacrylamine